(M-Nitrophenyl)Boron Nickel-tungsten-cerium [Ce].[W].[Ni].[N+](=O)([O-])C=1C=C(C=CC1)[B]